ETHYL oxide C(C)OCC